racemic-8,8-difluoro-6-methoxy-6-methyl-2-(1H-pyrazol-4-yl)-6,7,8,9-tetrahydrothieno[2,3-c]quinolin-4(5H)-one FC1(CC=2C3=C(C(NC2[C@](C1)(C)OC)=O)SC(=C3)C=3C=NNC3)F |r|